6-(2-(trimethylsilyl)ethoxy)nicotinamide C[Si](CCOC1=NC=C(C(=O)N)C=C1)(C)C